4-[Hydroxy-(sulfino)-methyl]-benzene-sulfonic acid OC(C1=CC=C(C=C1)S(=O)(=O)O)S(=O)O